N-(4-(hydroxymethyl)tetrahydro-2H-pyran-4-yl)-2-methyl-5-(thiazol-5-ylmethoxy)benzofuran OCC1(CCOCC1)N1CSC(=C1)COC=1C=CC2=C(C=C(O2)C)C1